(e)-3-methyl-1-nitrobut-1-ene CC(/C=C/[N+](=O)[O-])C